(1R,3R)-1-ethynyl-5-(3-methoxy-4-nitrobenzoyl)-5-azaspiro[2.5]octane C(#C)[C@H]1C[C@@]12CN(CCC2)C(C2=CC(=C(C=C2)[N+](=O)[O-])OC)=O